BrC=1C=C2C=CN=C(C2=CC1F)O 6-bromo-7-fluoroisoquinolin-1-ol